C(C)O[C@H](C)N1N=CC(=C1)C1=C(C=2N(C=N1)N=C(N2)N[C@H]2[C@@H](CC2)C(F)(F)F)F |&1:3| rac-7-(1-(1-ethoxyethyl)-1H-pyrazol-4-yl)-8-fluoro-N-(trans-2-(trifluoromethyl)cyclobutyl)-[1,2,4]triazolo[1,5-c]pyrimidin-2-amine